ClC1=NC=C2N(C(N(C2=N1)C1CCC(CC1)OC)=O)C 2-chloro-9-((1s,4s)-4-methoxycyclohexyl)-7-methyl-7,9-dihydro-8H-purin-8-one